5-(7,8-difluoro-2,2-dimethyl-1-(prop-2-yn-1-yl)-1,2-dihydroquinazolin-4-yl)-3-methylpicolinonitrile FC1=CC=C2C(=NC(N(C2=C1F)CC#C)(C)C)C=1C=C(C(=NC1)C#N)C